CC1=NC=C(N=C1C1=CC=C(C=C1)C1=NNC2=NC=C(C=C21)C=2C=CC1=C(CC[C@](CC1)(N1[C@@H](CCC1)C)C)C2)C 2,5-Dimethyl-3-(4-{5-[(7S)-7-methyl-7-[(2R)-2-methylpyrrolidin-1-yl]-6,7,8,9-tetrahydro-5H-benzo[7]annulen-2-yl]-1H-pyrazolo[3,4-b]pyridin-3-yl}phenyl)pyrazine